FC1=C(CNC(=O)C=2C(C(=C3N([C@H]4C5(CC[C@@H](N(C3=O)C4)C)CN=C(O5)C)C2)O)=O)C=CC(=C1)F (3'S,7'R)-N-(2,4-difluorobenzyl)-12'-hydroxy-2,3'-dimethyl-1',11'-dioxo-1',4',5',11'-tetrahydro-3'H,4H,7'H-spiro[oxazole-5,6'-[2,7]methanopyrido[1,2-a][1,4]diazonine]-10'-carboxamide